N-(3,4-difluorophenyl)methyl-5-{(2S)-11-[2-(p-fluorophenyl)ethyl]-10-(5-methyl-1,3,4-oxadiazol-2-yl)-7-oxo-6,12-diazatricyclo[6.4.0.02,6]dodeca-1(8),9,11-trien-9-yl}-2-thenamide FC=1C=C(C=CC1F)CNC(C1=CC=C(S1)C=1C=2C(N3CCC[C@H]3C2N=C(C1C=1OC(=NN1)C)CCC1=CC=C(C=C1)F)=O)=O